C([2H])([2H])([2H])NC=1N=CC(=C2C=C(N=CC12)NC(=O)C1CC1)C=1OC2=C(N1)C=C(C=C2)N2CCOCC2 N-(8-((methyl-d3)amino)-5-(5-morpholinobenzo[d]oxazol-2-yl)-2,7-naphthyridin-3-yl)cyclopropanecarboxamide